ClCC1=NOC(=C1)C=1C=C(C#N)C=C(C1)OC 3-(3-(Chloromethyl)isoxazol-5-yl)-5-methoxybenzonitrile